O1CC(CC1)C1C=2N(CC(C1)C(F)(F)F)C=C(N2)C(=O)OCC ethyl 8-(tetrahydrofuran-3-yl)-6-(trifluoromethyl)-5,6,7,8-tetrahydroimidazo[1,2-a]pyridine-2-carboxylate